6-(4-((1H-indazol-5-yl)amino)-pyrimidin-2-yl)-N-methyl-N-(pyridazin-4-yl)-1H-indole-2-carboxamide N1N=CC2=CC(=CC=C12)NC1=NC(=NC=C1)C1=CC=C2C=C(NC2=C1)C(=O)N(C1=CN=NC=C1)C